6-(2-oxoethoxy)-1-propyl-3,4-dihydroisoquinoline-2(1H)-carboxylic acid tert-butyl ester C(C)(C)(C)OC(=O)N1C(C2=CC=C(C=C2CC1)OCC=O)CCC